C(C)SCCS 2-(ethylthio)ethanethiol